C[C@@H]1O[C@@H](CN(C1)C1=CC=CC(=N1)C1=NC2=CC(=NC=C2C=C1)CC(=O)NC1=CC(=CC=C1)S(=O)(=O)CC)C 2-(2-(6-((cis)-2,6-dimethylmorpholino)pyridin-2-yl)-1,6-naphthyridin-7-yl)-N-(3-(ethylsulfonyl)phenyl)acetamide